FC1(C[C@H]([C@H](N(C1)C(=O)C1=NN(C=C1C1=NC=C(C=C1)C)C)CO)C)F ((2S,3R)-5,5-difluoro-2-(hydroxymethyl)-3-methylpiperidin-1-yl)(1-methyl-4-(5-methylpyridin-2-yl)-1H-pyrazol-3-yl)methanone